The molecule is a glycophytoceramide having a 4-O-[3-(4-tert-butylphenyl)propyl]-alpha-D-galactosyl residue at the O-1 position and a hexacosanoyl group attached to the nitrogen. One of a series of an extensive set of 4"-O-alkylated alpha-GalCer analogues evaluated (PMID:30556652) as invariant natural killer T-cell (iNKT) antigens. It derives from an alpha-D-galactose. CCCCCCCCCCCCCCCCCCCCCCCCCC(=O)N[C@@H](CO[C@@H]1[C@@H]([C@H]([C@H]([C@H](O1)CO)OCCCC2=CC=C(C=C2)C(C)(C)C)O)O)[C@@H]([C@@H](CCCCCCCCCCCCCC)O)O